CN(C1=CC=C(S1)C=O)C 5-dimethylaminothiophene-2-formaldehyde